O[C@@H](CC)C1=CC(=C(C=N1)C1=CC2=C(C=3N=COC31)SC(=N2)NC(=O)C2CC2)C (S)-N-(5-(6-(1-hydroxypropyl)-4-methylpyridin-3-yl)thiazolo[4',5':5,6]benzo[1,2-d]oxazol-2-yl)cyclopropanecarboxamide